C(CCCCC(=O)OCC(C)C)(=O)OCC(C)C di-isobutyl adipate